FC1=C(C=CC=C1[N+](=O)[O-])B(O)O 2-FLUORO-3-NITROPHENYLBORONIC ACID